O1CCC(=CC1)C1=CC2=C(N=C(N=C2O)C)N=C1OC 6-(3,6-dihydro-2H-pyran-4-yl)-7-methoxy-2-methylpyrido[2,3-d]pyrimidin-4-ol